4-chloro-6-[(trifluoromethyl)thio]pyridine-3-carboxylic acid ClC1=C(C=NC(=C1)SC(F)(F)F)C(=O)O